[Ni].ClC(CN(C)C)(N(C)C)C1=CC=CC=C1 chloro(phenyl)(N,N,N',N'-tetramethyl-1,2-ethylenediamine) nickel